C1(CC1)C1=CC=C(C=N1)NC(=O)[C@H]1CC12CCN(CC2)C(=O)OC(C(F)(F)F)C(F)(F)F 1,1,1,3,3,3-Hexafluoropropan-2-yl (S)-1-((6-cyclopropylpyridin-3-yl)carbamoyl)-6-azaspiro[2.5]octan-6-carboxylat